tris[2-(cyclohexyloxycarbonylmethoxy)ethyl]amine C1(CCCCC1)OC(=O)COCCN(CCOCC(=O)OC1CCCCC1)CCOCC(=O)OC1CCCCC1